OC(=O)C(F)(F)F.C(C(C)C)C1NCCC2=C1NC1=CC=CC=C21 1-Isobutyl-2,3,4,9-tetrahydro-1H-pyrido[3,4-b]indole TFA salt